CC=1NC(N(N1)C1=CC=CC=C1)=O 5-methyl-2-phenyl-1,2,4-triazolin-3-one